FC1CC(C1)NC(C1=CC=CC=C1)=O N-((1r,3r)-3-fluorocyclobutyl)benzamide